Cl.FC1=CC(=C(CC2=C(N=C3N2CCNC3)C(=O)NC)C=C1)C(F)(F)F 3-(4-Fluoro-2-(trifluoromethyl)benzyl)-N-methyl-5,6,7,8-tetrahydroimidazo[1,2-a]pyrazine-2-formamide hydrochloride